FC([C@H](C1=CC=C(C=C1)[C@@H]1CC(C2=C1C=NC=1N2N=C(C1)F)(C)C)N1C(C2(CC1)CCOCC2)=O)(F)F 2-((S)-2,2,2-trifluoro-1-(4-((S)-2-fluoro-8,8-dimethyl-7,8-dihydro-6H-cyclopenta[e]pyrazolo[1,5-a]pyrimidin-6-yl)phenyl)ethyl)-8-oxa-2-azaspiro[4.5]decan-1-one